(S)-1-[2-(6-chloro-7-fluoro-imidazo[1,2-a]pyridin-3-yl)-pyrimidin-4-yl]-piperidine-3-carboxylic acid ClC=1C(=CC=2N(C1)C(=CN2)C2=NC=CC(=N2)N2C[C@H](CCC2)C(=O)O)F